[Ru].[Ir] Iridium-ruthenium